CC(\C=C(\CO)/C)NC1=C2N=CN=C2N(C=N1)C1[C@H](O)[C@@H](O)[C@H](O)[C@H](O1)CO 6-(E)-(1'-methyl-4-hydroxy-3-methylbut-2-en-1-ylamino)-3-glucopyranosylpurine